C(#C)C1=C2C(=CC(=CC2=CC=C1F)O)C1=C(C=2N=C(N=C(C2C=N1)N1CCOCC(C1)CO)OC[C@]12CCCN2C[C@@H](C1)F)F 5-ethynyl-6-fluoro-4-(8-fluoro-2-(((2r,7as)-2-fluoro-hexahydro-1H-pyrrolizin-7a-yl)methoxy)-4-(6-(hydroxymethyl)-1,4-oxazepan-4-yl)pyrido[4,3-d]pyrimidin-7-yl)naphthalen-2-ol